(R)-4-(3-aminopyrrolidin-1-yl)-3-(morpholine-4-carbonyl)-5-(trifluoromethyl)benzonitrile hydrochloride Cl.N[C@H]1CN(CC1)C1=C(C=C(C#N)C=C1C(F)(F)F)C(=O)N1CCOCC1